6-tert-butyl-9-[4-(3-hydroxypropyl)-4H-1,2,4-triazol-3-yl]-10-methoxy-2-oxo-6,7-dihydro-2H-pyrido[2,1-a]Isoquinoline-3-carboxylic acid methyl ester COC(=O)C=1C(C=C2N(C(CC3=CC(=C(C=C23)OC)C2=NN=CN2CCCO)C(C)(C)C)C1)=O